benzoylchloroquinazoline C(C1=CC=CC=C1)(=O)C1=NC(=NC2=CC=CC=C12)Cl